ClC=1N=NC(=CC1NCC1=NC=CC=C1)Cl 3,6-dichloro-N-(2-pyridylmethyl)pyridazin-4-amine